7-(4-chlorophenyl)-N,N-diphenyldibenzo[b,d]thiophen-2-amine ClC1=CC=C(C=C1)C1=CC2=C(C3=C(S2)C=CC(=C3)N(C3=CC=CC=C3)C3=CC=CC=C3)C=C1